FC1(CN(C1)CC=1NC(=CN1)CC1=NC=CC=C1)F (2-((3,3-Difluoroazetidin-1-yl)methyl)-1H-imidazol-5-yl)methylpyridine